N-[(4-{9-hydroxy-5-methyl-8-oxo-4-thia-2,12-diazatricyclo[7.3.0.03,7]dodeca-1,3(7),5-trien-12-yl}phenyl)methyl]methanesulfonamide OC12C(C=3C=C(SC3N=C2N(CC1)C1=CC=C(C=C1)CNS(=O)(=O)C)C)=O